ClCCC[C@@H](O)C1=C(C=CC=C1)OC |r| racemic-4-chloro-1-(2-methoxyphenyl)-1-butanol